C(CCC)O[Ti](OCCCC)(OCCCC)OCCCC tetra-n-butoxytitanium(IV)